3-(3-((1-(4-((3R,5R)-5-amino-1-methylpiperidin-3-yl)phenyl)piperidin-4-yl)oxy)phenyl)-piperidine-2,6-dione N[C@@H]1C[C@@H](CN(C1)C)C1=CC=C(C=C1)N1CCC(CC1)OC=1C=C(C=CC1)C1C(NC(CC1)=O)=O